(4-(3-hydroxyoxetan-3-yl)phenyl)(8-(4-(trifluoromethyl)phenyl)-2,8-diazaspiro[4.5]decan-2-yl)methanone OC1(COC1)C1=CC=C(C=C1)C(=O)N1CC2(CC1)CCN(CC2)C2=CC=C(C=C2)C(F)(F)F